O=C1NC(CCC1C1=CC=C(CN(C2CCN(CC2)C2=CC=C(C(=O)NC3=CC(=C(C=C3)C)NC3=NC=CC(=N3)C=3C=NC=CC3)C=C2)C)C=C1)=O 4-(4-((4-(2,6-dioxopiperidin-3-yl)benzyl)(methyl)amino)piperidin-1-yl)-N-(4-methyl-3-((4-(pyridin-3-yl)pyrimidin-2-yl)amino)phenyl)benzamide